N1=C(N=CC=C1)[C@@H](C)NCC1=CC=C(C=N1)C(C)C (R)-2-(6-(((1-(pyrimidin-2-yl)ethyl)amino)methyl)pyridin-3-yl)propan